FC(OC=1C=C(C=C(C1C(=O)N1CC(C1)O)OC)C1=CN=C2N1C=CC(=C2)C(C#N)(C)C)F 2-[3-[3-(difluoromethoxy)-4-(3-hydroxyazetidine-1-carbonyl)-5-methoxy-phenyl]imidazo[1,2-a]pyridin-7-yl]-2-methyl-propanenitrile